({1-[(carboxymethyl)sulfanyl]-1-methylethyl}sulfanyl)acetic acid C(=O)(O)CSC(C)(C)SCC(=O)O